ClC1=CC2=C(N(C(N=C2N2[C@H](CN(CC2)C(C=C)=O)C)=O)C=2C(=NC=CC2C)C2CC2)N=C1C1=C(C=CC=C1O)F 6-chloro-1-(2-cyclopropyl-4-methyl-3-pyridinyl)-7-(2-fluoro-6-hydroxyphenyl)-4-((2S)-2-methyl-4-(2-propenoyl)-1-piperazinyl)pyrido[2,3-d]pyrimidin-2(1H)-one